N-(2-methyl-6-(morpholine-4-carbonyl)quinolin-4-yl)acetamide CC1=NC2=CC=C(C=C2C(=C1)NC(C)=O)C(=O)N1CCOCC1